C1(=CC=CC=C1)C1C(C1)B(O)O 2-PHENYLCYCLOPROPYLBORONIC ACID